C(#N)C=1C(N(C2=CC=CC=C2C1N1CCC(CC1)C1=CC=C(C(=O)N)C=C1)C)=O 4-[1-(3-cyano-1-methyl-2-oxo-1,2-dihydroquinolin-4-yl)piperidin-4-yl]benzamide